azobis(methylbutanenitrile) N(=NC(C#N)(CC)C)C(C#N)(CC)C